C(C=C)N=C=O allyl isocyanate